6-chloro-3-((1-(2-cyclopropyl-5-(4,4-difluoropiperidin-1-yl)-9-methylimidazo[1,2-c]quinazolin-7-yl)ethyl)amino)picolinic acid ClC1=CC=C(C(=N1)C(=O)O)NC(C)C1=CC(=CC=2C=3N(C(=NC12)N1CCC(CC1)(F)F)C=C(N3)C3CC3)C